C(C)(C)N1N=C(C(N(C1=O)C1=CC=CC=C1)=O)C(=O)OCC ethyl 2-isopropyl-3,5-dioxo-4-phenyl-2,3,4,5-tetrahydro-1,2,4-triazine-6-carboxylate